5-(1,10-phenanthroline-4-yl)-8-quinolinyllithium N1=CC=C(C2=CC=C3C=CC=NC3=C12)C1=C2C=CC=NC2=C(C=C1)[Li]